ClC=1C=C(CN2C(C3=C(C=C(C=C3CC2)OC)O)=O)C=CC1F 2-(3-chloro-4-fluorobenzyl)-8-hydroxy-6-methoxy-3,4-dihydroisoquinolin-1(2H)-one